1-(3,4-Dimethoxybenzoyl)-3,5-bis(4-methoxy-3-(trifluoromethoxy)benzylidene)piperidin-4-one COC=1C=C(C(=O)N2CC(C(C(C2)=CC2=CC(=C(C=C2)OC)OC(F)(F)F)=O)=CC2=CC(=C(C=C2)OC)OC(F)(F)F)C=CC1OC